N-(6-chloro-2-((1r,3r)-3-(hydroxymethyl)cyclobutyl)-2H-indazol-5-yl)-6-(trifluoromethyl)picolinamide t-pentylphenyl-(methacrylate) C(C)(C)(CC)C1=C(C=CC=C1)C=C(C(=O)O)C.ClC=1C(=CC2=CN(N=C2C1)C1CC(C1)CO)NC(C1=NC(=CC=C1)C(F)(F)F)=O